OC1=C(C=CC=C1)C1=CC(=CN=N1)N1CCC(CC1)(C(=O)O)OC 1-(6-(2-hydroxyphenyl)pyridazin-4-yl)-4-methoxypiperidine-4-carboxylic acid